C(C)N1N=C2C=C(C=CC2=C1)C1=CC=C(C=C1)OC 2-ethyl-6-(4-methoxyphenyl)-2H-indazole